C(C)(=O)N1CCC2(CN(C2)C2=CC=C(C=N2)C2=NN(C3=CC=C(C=C23)OC(C)C2=C3C(=NC=C2)N(C=C3)C(=O)OC(C)(C)C)C3OCCCC3)CC1 tert-butyl 4-(1-((3-(6-(7-acetyl-2,7-diazaspiro[3.5]nonan-2-yl) pyridin-3-yl)-1-(tetrahydro-2H-pyran-2-yl)-1H-indazol-5-yl) oxy) ethyl)-1H-pyrrolo[2,3-b]pyridine-1-carboxylate